6-((5-chloro-3-(2,2,2-trifluoroethoxy)pyridin-2-yl)oxy)-5-methyl-[1,2,4]triazolo[1,5-a]pyridine-2-carboxylic acid ClC=1C=C(C(=NC1)OC=1C=CC=2N(C1C)N=C(N2)C(=O)O)OCC(F)(F)F